BrC1=C2C=NN(C2=CC(=C1CC(CCOC[C@H]1CN(CCC1)C(=O)OC(C)(C)C)C)C)C1OCCCC1 tert-butyl (3R)-3-((4-(4-bromo-6-methyl-1-(tetrahydro-2H-pyran-2-yl)-1H-indazol-5-yl)-3-methylbutoxy)methyl)piperidine-1-carboxylate